5-(2,4-difluorobenzyl)thiazol-2-amine FC1=C(CC2=CN=C(S2)N)C=CC(=C1)F